tetrahydropyran-4-yl-4-(4,4,5,5-tetramethyl-1,3,2-dioxaborolan-2-yl)pyrazole O1CCC(CC1)C1=NNC=C1B1OC(C(O1)(C)C)(C)C